silver butanesulfonate C(CCC)S(=O)(=O)[O-].[Ag+]